CN1N=CC(=C1)C1=CC2=NC=CC(=C2O1)C=1C=C(C=CC1)S(=O)(=O)N1CC(NCC1)=O 4-((3-(2-(1-methyl-1H-pyrazol-4-yl)furo[3,2-b]pyridin-7-yl)phenyl)sulfonyl)piperazin-2-one